FC=1C(=NC(=NC1)NC1=NC=C(C=C1)C1CCN(CC1)C)C1=CC=2C(N(CC3(C2S1)CCC3)C)=O 2'-(5-Fluoro-2-((5-(1-methyl-piperidin-4-yl)pyridin-2-yl)amino)pyrimidin-4-yl)-5'-methyl-5',6'-dihydro-4'H-spiro[cyclobutane-1,7'-thieno[3,2-c]pyridin]-4'-one